3-[2-[4-Methyl-2-(trifluoromethyl)phenyl]ethyl]azetidine trifluoroacetate FC(C(=O)O)(F)F.CC1=CC(=C(C=C1)CCC1CNC1)C(F)(F)F